CC=1C=NC=CC1N 3-methyl-pyridin-4-amine